C(C)(C)(C)OC(NCC1CCC(CC1)N)=O tert-butyl(((1r,4r)-4-aminocyclohexyl)methyl)carbamate